gallium tri(acetoacetate) C(CC(=O)C)(=O)[O-].C(CC(=O)C)(=O)[O-].C(CC(=O)C)(=O)[O-].[Ga+3]